The molecule is a potassium salt that is the dipotassium salt of carbonic acid. It has a role as a catalyst, a fertilizer and a flame retardant. It is a carbonate salt and a potassium salt. C(=O)([O-])[O-].[K+].[K+]